FC=1C=C(OC2=CC(=NC=C2)C(=O)O)C=CC1NC(=O)NC1=CC(=C(C=C1)CN1CCN(CC1)C)C(F)(F)F 4-(3-fluoro-4-(3-(4-((4-methylpiperazin-1-yl)methyl)-3-(trifluoromethyl)phenyl)ureido)phenoxy)pyridine-2-carboxylic acid